3-((tert-butyldiphenylsilyl)oxy)-2-(pyrimidin-2-yl)propane-1-thiol [Si](C1=CC=CC=C1)(C1=CC=CC=C1)(C(C)(C)C)OCC(CS)C1=NC=CC=N1